4-cyano-1,5-phenylenediamine C(#N)C1=CC=C(C=C1N)N